BrC(=C(Br)Br)C(F)(F)F tribromotrifluoropropylene